o-bis(1-isocyanato-1-methylethyl)benzene N(=C=O)C(C)(C)C1=C(C=CC=C1)C(C)(N=C=O)C